(1S,3R)-2-(2-fluoro-2-methylpropyl)-1-(6-fluoropyridin-3-yl)-3-methyl-1,2,3,4-tetrahydroisoquinoline FC(CN1[C@@H](C2=CC=CC=C2C[C@H]1C)C=1C=NC(=CC1)F)(C)C